Cl.COC([C@@H](N[N+](=O)[O-])CCCNC(N)=N)=O N-nitro-L-arginine-methyl ester hydrochloride